N=1C=CC(N2N=CC=CC21)=O 4H-PYRIMIDO[1,2-B]PYRIDAZIN-4-ONE